(2R)-2-amino-N-[(1R)-1-(3-fluoro-5-methoxyphenyl)ethyl]-3-hydroxypropanamide N[C@@H](C(=O)N[C@H](C)C1=CC(=CC(=C1)OC)F)CO